N-(7-(hydroxyamino)-7-oxoheptyl)-4-((5-nitro-1H-indol-3-yl)methyl)benzamide ONC(CCCCCCNC(C1=CC=C(C=C1)CC1=CNC2=CC=C(C=C12)[N+](=O)[O-])=O)=O